6-cyclohexanamide phthalate C(C=1C(C(=O)O)=CC=CC1)(=O)O.C1CCCCC1C(=O)N